S(=O)(=O)(OCCCCCCCCCCCSCC1=CC(=CC(=C1)CSCCCCCCCCCCCOS(=O)(=O)[O-])CSCCCCCCCCCCCOS(=O)(=O)[O-])[O-] ((benzene-1,3,5-triyltris(methylene))tris(sulfanediyl))tris(undecane-11,1-diyl) tris(sulfate)